3,6-difluoro-5-(7-methoxy-6-((2-methyl-1-(4-methylpiperazin-1-yl)propan-2-yl)sulfonyl)imidazo[1,2-a]pyridin-3-yl)pyridin-2-amine FC=1C(=NC(=C(C1)C1=CN=C2N1C=C(C(=C2)OC)S(=O)(=O)C(CN2CCN(CC2)C)(C)C)F)N